CC1CN2CC3(CC2=C1)CC3 6'-Methyldihydro-1'H,3'H-spiro[cyclopropane-1,2'-pyrrolizine]